3-(4-((bromoethyl)amino)-1-carbonylisoindolin-2-yl)piperidine-2,6-dione BrCCNC1=C2CN(C(C2=CC=C1)=C=O)C1C(NC(CC1)=O)=O